methyl 3-(2-(((1s,3s)-3-((4-((tert-butoxycarbonyl) amino) butyl) amino) cyclohexyl) amino)-5-(trifluoromethyl) pyrimidin-4-yl)-7-(dimethylphosphoryl)-1H-indole-6-carboxylate C(C)(C)(C)OC(=O)NCCCCN[C@@H]1C[C@H](CCC1)NC1=NC=C(C(=N1)C1=CNC2=C(C(=CC=C12)C(=O)OC)P(=O)(C)C)C(F)(F)F